C1(=CC=CC=C1)C1=C(C(=NN=N1)C1=C2C(=CC=C1)N=C1C=CC3=C4C=CC=CC4=NC3=C12)C1=C(C=CC=C1)C1=CC=CC=C1 [phenyl-(biphenylyl)triazineyl]indolocarbazole